Cl(=O)(=O)(=O)[O-].[S+]1=CC=CC=C1 thiopyrylium-perchlorate